FC(C(=O)N1CCOCC1)(CC(C(C)C)=C)F 2,2-difluoro-5-methyl-4-methylene-1-morpholinohexan-1-one